tert-Butyl 3-[4-[[1-[3-[1,3-benzodioxol-5-yl(methyl) carbamoyl]phenyl]-3-(trifluoromethyl)-6,7-dihydro-4H-pyrazolo[4,3-c]pyridin-5-yl]sulfonyl]-3,5-dimethyl-pyrazol-1-yl]propanoate O1COC2=C1C=CC(=C2)N(C(=O)C=2C=C(C=CC2)N2N=C(C=1CN(CCC12)S(=O)(=O)C=1C(=NN(C1C)CCC(=O)OC(C)(C)C)C)C(F)(F)F)C